2-ethyl-1H-benzo[d]-imidazole C(C)C1=NC2=C(N1)C=CC=C2